C(C1=CC=CC=C1)OC=1C(C=CN2N(CN(C(C21)=O)CC2CCOCC2)C21C(=CC3=CC=CC=C23)CC=2C=CC=CC21)=O 5-(benzyloxy)-1-(indeno[1,2-a]inden-4b(9H)-yl)-3-((tetrahydro-2H-pyran-4-yl)methyl)-2,3-dihydro-1H-pyrido[2,1-f][1,2,4]triazine-4,6-dione